2,3,4-trihydroxy-pentanedioic acid OC(C(=O)O)C(C(C(=O)O)O)O